(S)-4-(2-fluoro-4-((tetrahydrofuran-3-yl)carbamoyl)phenyl)piperazine-1-carboxylic acid tert-butyl ester C(C)(C)(C)OC(=O)N1CCN(CC1)C1=C(C=C(C=C1)C(N[C@@H]1COCC1)=O)F